S1C2=C(C=C1)C=C(C=C2)O benzo[b]thiophen-5-ol